(3S,4r,5R)-1-(4-(trifluoromethyl)phenethyl)piperidine-3,4,5-triol FC(C1=CC=C(CCN2C[C@@H](C([C@@H](C2)O)O)O)C=C1)(F)F